2-((3aR,5s,6aS)-5-(4-fluorophenoxy)hexahydro-cyclopenta[c]pyrrol-2(1H)-yl)ethanol FC1=CC=C(OC2C[C@@H]3[C@@H](CN(C3)CCO)C2)C=C1